C(C)(C)(C)OC(=O)N1CCN(CC1)C1=C(N=NC(=C1)Cl)N 4-(3-amino-6-chloropyridazin-4-yl)piperazine-1-carboxylic acid tert-butyl ester